CC1=CC=C(C=C1)S(=O)(=O)OC1=C(C=CC=C1)NC(=O)NC1=C(C=CC=C1)OS(=O)(=O)CC1=CC=C(C=C1)C N-[2-(p-toluenesulfonyloxy)phenyl]-N'-[2-(p-methylbenzylsulfonyloxy)phenyl]urea